C1(CC1)COC=1N=CC(=NC1)C(C(=O)N)(C)N1C[C@@H](C(CC1)(F)F)C1=CNC(C=C1)=O (5-(cyclopropylmethoxy)pyrazin-2-yl)-2-((s)-4,4-difluoro-3-(6-oxo-1,6-dihydropyridin-3-yl)piperidin-1-yl)propanamide